2-(4-aminopiperidin-1-yl)-5-(4-cyano-3-fluorophenyl)-6-(3-Hydroxy-4-methoxyphenyl)nicotinonitrile hydrochloride Cl.NC1CCN(CC1)C1=C(C#N)C=C(C(=N1)C1=CC(=C(C=C1)OC)O)C1=CC(=C(C=C1)C#N)F